1-azadodecan NCCCCCCCCCCC